C(C)(C)(C)OCCCCCC[SiH2]CC1=CC=CC=2C3=CC=CC=C3CC12 (6-(tert-butoxy)hexyl)fluorenylmethylsilane